ClC1=C(NC2=NSC3=C2C=C(C=C3)Cl)C=CC=C1C1=CC3=C(OCCO3)C=C1 3-(2-chloro-3-(1,4-benzodioxan-6-yl)anilino)-5-chlorobenzoisothiazole